BrC1=C2COC(C2=CC(=C1F)[N+](=O)[O-])=O 4-Bromo-5-fluoro-6-nitroisobenzofuran-1(3H)-one